[Si](=O)=O.[Ge] germanium-silicon dioxide